C1(=CC=CC=C1)[SiH](O[SiH](O[Si](C)(C)C)C1=CC=CC=C1)O[Si](C)(C)C 1,3-diphenyl-1,3-bis(trimethylsiloxy)disiloxane